(7-(3-cyano-6-(1-methyl-1H-pyrazol-4-yl)pyrazolo[1,5-a]pyridin-4-yl)-9H-fluoren-2-yl)acrylamide bis(4-cyclohexylbutyl)malonate C1(CCCCC1)CCCCC(C(=O)O)(C(=O)O)CCCCC1CCCCC1.C(#N)C=1C=NN2C1C(=CC(=C2)C=2C=NN(C2)C)C2=CC=C1C=3C=CC(=CC3CC1=C2)C(C(=O)N)=C